(1R,2S,5S)-3-((R)-3-fluoro-3-methyl-2-(2,2,2-trifluoroacetamido)butanoyl)-6,6-dimethyl-N-((S)-1-oxo-3-((S)-2-oxopiperidin-3-yl)propan-2-yl)-3-azabicyclo[3.1.0]hexane-2-carboxamide FC([C@@H](C(=O)N1[C@@H]([C@H]2C([C@H]2C1)(C)C)C(=O)N[C@H](C=O)C[C@H]1C(NCCC1)=O)NC(C(F)(F)F)=O)(C)C